(S)-5-bromo-1-(1-(6-ethoxy-5-methoxypyridin-2-yl)-2-(methylsulfonyl)ethyl)-3-(2-(methylsulfonyl)ethyl)-1H-benzo[d]imidazol-2(3H)-one BrC1=CC2=C(N(C(N2CCS(=O)(=O)C)=O)[C@H](CS(=O)(=O)C)C2=NC(=C(C=C2)OC)OCC)C=C1